(Z)-3-(3-(3,5-bis(trifluoromethyl)phenyl)-1H-1,2,4-triazol-1-yl)-N-(oxazol-5-ylmethyl)acrylamide FC(C=1C=C(C=C(C1)C(F)(F)F)C1=NN(C=N1)\C=C/C(=O)NCC1=CN=CO1)(F)F